(1aR,7bS)-5-({1-[(2R)-2-amino-2-carboxypropyl]azetidin-3-yl}oxy)-2-hydroxy-1,1a,2,7b-tetrahydrocyclopropa[c][1,2]benzoxaborinine-4-carboxylic acid N[C@@](CN1CC(C1)OC1=C(C2=C([C@@H]3[C@H](B(O2)O)C3)C=C1)C(=O)O)(C)C(=O)O